N=1N=CN(C1)C[C@H]1N(C[C@@H](C1)N)C(=O)OC(C)(C)C tert-Butyl (2S,4R)-2-((4H-1,2,4-triazol-4-yl)methyl)-4-aminopyrrolidine-1-carboxylate